FC=1C=C(C=C(C1)F)B1OC(C)(C)C(C)(C)O1 3,5-difluorophenylboronic acid pinacol ester